FC1=CC=C(C=C1)C1SCC(N1C1=C(C=C(C(=O)O)C=C1)OC)=O 4-[2-(4-fluoro-phenyl)-4-oxo-thiazolidin-3-yl]-3-methoxy-benzoic acid